8-(3,4-dimethoxyphenyl)-2,7-dimethyl-N-(2-thienylmethyl)pyrazolo[1,5-a][1,3,5]triazin-4-amine COC=1C=C(C=CC1OC)C=1C(=NN2C1N=C(N=C2NCC=2SC=CC2)C)C